tert-butyl 2-tributylstannylpyrrolo[2,3-c]pyridine-1-carboxylate C(CCC)[Sn](C1=CC=2C(=CN=CC2)N1C(=O)OC(C)(C)C)(CCCC)CCCC